C(=O)(O)CC=1C(=C(C=C(C1)O)C1=NC2=C(N1)C=CC=C2C(=O)O)O 2-(3-(Carboxymethyl)-2,5-dihydroxyphenyl)-1H-benzo[d]imidazole-4-carboxylic acid